creatin O=C(O)CN(C)C(N)=N